(S)-2-(1-(3,5-dichloro-1H-pyrazol-1-yl)cyclopropane-1-carboxamido)-4-((2-(1-methylcyclopropoxy)ethyl)(4-(5,6,7,8-tetrahydro-1,8-naphthyridin-2-yl)butyl)amino)butanoic acid ClC1=NN(C(=C1)Cl)C1(CC1)C(=O)N[C@H](C(=O)O)CCN(CCCCC1=NC=2NCCCC2C=C1)CCOC1(CC1)C